CC=1C(=NN2C1C(N(CC2)C2=C(C=C(C=C2)C2=NC1=CC=C(C=C1C=N2)C(F)(F)F)C)=O)C=C 3-methyl-5-(2-methyl-4-(6-(trifluoromethyl)quinazolin-2-yl)phenyl)-2-vinyl-6,7-dihydropyrazolo[1,5-a]pyrazin-4(5H)-one